CC=1C=C2C(C=C(OC2=C(C1)[C@@H](C)NC1=C(C(=O)O)C=CC=C1)C1=CC2=CN(N=C2C=C1)C)=O (R)-2-((1-(6-methyl-2-(2-methyl-2H-indazol-5-yl)-4-oxo-4H-chromen-8-yl)ethyl)amino)benzoic acid